OC1=CC=C(C=2C(C3=CC=CC(=C3C(C12)=O)O)=O)[N+](=O)[O-] 1,8-Di-Hydroxy-4-Nitro-Anthraquinone